(S)-methyl 2-((1R,2S,5S)-3-(2-cyclohexylacetyl)-6,6-dimethyl-3-azabicyclo[3.1.0]hexane-2-carboxamido)-3-((S)-2-oxopyrrolidin-3-yl)propanoate C1(CCCCC1)CC(=O)N1[C@@H]([C@H]2C([C@H]2C1)(C)C)C(=O)N[C@H](C(=O)OC)C[C@H]1C(NCC1)=O